(4,5,6,7-tetrahydro-1H-benzimidazol-1-yl) methylfuran-2-carboxylate CC1=C(OC=C1)C(=O)ON1C=NC2=C1CCCC2